CC1N(CC[C@H]1C(=O)OCC(OC(CCCCCCCCCCC)=O)CO)C1CCC2=CC(=CC=C12)C1=CC(=C(C=C1)C1CC1)F 2-Lauroyl-glycerol methyl-(3R)-1-(5-(4-cyclopropyl-3-fluorophenyl)-2,3-dihydro-1H-inden-1-yl)pyrrolidine-3-carboxylate